[Na].FC=1C(=C(C(=C(C1F)F)F)S(=O)(=O)O)OC(C(C(C(C(C(C(C(C(F)(F)F)(F)F)(F)F)(F)F)(F)F)(F)F)(F)F)(F)F)(F)F perfluorononyloxybenzenesulfonic acid sodium